3-butyl-7-fluoro-2-methyl-1,1-dioxido-5-phenyl-2,3,4,5-tetrahydrobenzo[f][1,2,5]thiadiazepin-8-yl trifluoromethanesulfonate FC(S(=O)(=O)OC1=CC2=C(N(CC(N(S2(=O)=O)C)CCCC)C2=CC=CC=C2)C=C1F)(F)F